1-bicyclo[1.1.1]Pentylamine hydrochloride Cl.C12(CC(C1)C2)N